C1(CC1)C=1N=CC=2N(C1[C@H](C=1N=NN(C1)C1=CC(=C(C=C1)O)F)O)C=NC2 4-{4-[(R)-(6-Cyclopropyl-imidazo[1,5-a]pyrazin-5-yl)-hydroxy-methyl]-[1,2,3]triazol-1-yl}-2-fluoro-phenol